tert-butyl N-[3-[1-[3-fluoro-4-(trifluoromethoxy)benzoyl]-4-piperidyl]isoxazol-5-yl]carbamate FC=1C=C(C(=O)N2CCC(CC2)C2=NOC(=C2)NC(OC(C)(C)C)=O)C=CC1OC(F)(F)F